(2R,3R,4R,5S)-1-[(3-{[(4-bromo-2-nitrophenyl)-amino]methyl}phenyl)methyl]-2-(hydroxymethyl)piperidine-3,4,5-triol BrC1=CC(=C(C=C1)NCC=1C=C(C=CC1)CN1[C@@H]([C@H]([C@@H]([C@H](C1)O)O)O)CO)[N+](=O)[O-]